[Na].N1=CC=CC2=CC=CC(=C12)O 8-quinolinol sodium salt